ClC1=C(C=CC(=C1)Cl)C1=CC(=NN1)C(=O)NCC=1C=C2CN(C(C2=CC1)=O)C1C(NC(CC1)=O)=O 5-(2,4-Dichlorophenyl)-N-((2-(2,6-dioxopiperidin-3-yl)-1-oxoisoindolin-5-yl)methyl)-1H-pyrazole-3-carboxamide